Cl.FC(C1=CC=C(C=C1)C(C)NN)(F)F (1-(4-(trifluoromethyl)phenyl)ethyl)hydrazine hydrochloride